ClC=1C=C(C=CC1C#N)OC1CCC(CC1)C(=O)O (1r,4r)-4-[(3-chloro-4-cyanophenyl)oxy]cyclohexane-1-carboxylic acid